COC1=C(C=CC=C1)C=1NC(=C[N+]1C)C1=CC(=C(C=C1)OC)OC (rac)-2-(2-methoxyphenyl)-3-methyl-5-(3,4-dimethoxyphenyl)imidazolium